BrC1=CC(=NC=C1)NCCC1=CC=C(C=C1)S(=O)(=O)N 4-{2-[(4-bromopyridin-2-yl)amino]ethyl}benzenesulfonamide